ClC=1C=C(C(=NC1)CN)OCC1=CC=C(C=C1)OC (5-chloro-3-((4-methoxybenzyl)oxy)pyridin-2-yl)methylamine